N12CCCCCCCCCCCC2=NCCC1 1,14-diazabicyclo[11.4.0]heptadec-13-ene